bisoctadecyl-pentaerythritol diphosphite OP(O)OP(O)O.C(CCCCCCCCCCCCCCCCC)C(O)(C(CO)(CO)CO)CCCCCCCCCCCCCCCCCC